NC1=C(C=C(C=N1)C=1C=C2N(N1)CC[C@]21CN(CC1)C(=O)NCC)OC(C)C1=NC=C(C=C1F)F (3R)-2'-(6-amino-5-{[1-(3,5-difluoropyridin-2-yl)ethyl]oxy}pyridin-3-yl)-N-ethyl-5',6'-dihydrospiro[pyrrolidine-3,4'-pyrrolo[1,2-b]pyrazole]-1-carboxamide